CN1CCC(CC1)C=1C=CC(=NC1)C1=NSC(=N1)NC1=NC=CC=C1C 3-(5-(1-methylpiperidin-4-yl)pyridin-2-yl)-N-(3-methylpyridin-2-yl)-1,2,4-thiadiazol-5-amine